[(1S,2S)-2-(2-amino-4-pyridyl)cyclopropyl]methanol NC1=NC=CC(=C1)[C@@H]1[C@H](C1)CO